NC1=CC=CC(=N1)S(=O)(=O)NC(=O)C=1C=CC(=NC1OC1=C(C=C(C=C1C)C)C)C1=CCCCC1 4-[5-[(6-Amino-2-pyridyl)sulfonylcarbamoyl]-6-(2,4,6-trimethylphenoxy)-2-pyridyl]cyclohex-3-en